N1=CC=CC=2CC3(C(=CC12)N)CCNCC3 spiro[piperidine-4,6'-quinolin]-7'-amine